C(C)(C)(C)C1N(CCC(C1)N1N=CC(=C1)C=1C=NC(=C(C1)C(NC1=CC(=CC=C1)CC)=O)N)C(=O)O tert-butyl-4-(4-(6-amino-5-(3-ethylphenylcarbamoyl)pyridin-3-yl)-1H-pyrazol-1-yl)piperidine-1-carboxylic acid